4-Methoxycarbonylphenylboronic acid pinacol ester COC(=O)C1=CC=C(C=C1)B1OC(C)(C)C(C)(C)O1